ClCCCN1C(COCC1)=O (3-chloropropyl)morpholinone